C(C)C(C(=O)O)(C)C.C(CC)(=O)OCC ethyl propionate (ethyl methyl propionate)